4-oxo-4H-pyran-2-carboxylic acid [2-(2-ethoxy-6-methoxybenzoimidazol-1-yl)ethyl]amide C(C)OC1=NC2=C(N1CCNC(=O)C=1OC=CC(C1)=O)C=C(C=C2)OC